ClC1=C(C=CC=C1Cl)C1=NC=C2N1C=CN=C2N2CCC1(CC2)C(C=2C(=NC(=CC2)C)C1)N 1'-(3-(2,3-dichlorophenyl)imidazo[1,5-a]pyrazin-8-yl)-2-methyl-5,7-dihydrospiro[cyclopenta[b]pyridine-6,4'-piperidine]-5-amine